FC1=C(C=NN1C1CCN(CC1)C(=O)OC(C)(C)C)B1OC(C(O1)(C)C)(C)C tert-butyl 4-(5-fluoro-4-(4,4,5,5-tetramethyl-1,3,2-dioxaborolan-2-yl)-1H-pyrazol-1-yl)piperidine-1-carboxylate